2-(4-chloro-2-methoxyphenyl)-1-(7-methyl-5-(trifluoromethoxy)-1H-indol-3-yl)ethanone ClC1=CC(=C(C=C1)CC(=O)C1=CNC2=C(C=C(C=C12)OC(F)(F)F)C)OC